N-[(5-Amino-1,3,4-oxadiazol-2-yl)methyl]-2-(2-chloro-3,5-difluoro-phenoxy)-N-[(4-cyano-2-fluoro-phenyl)methyl]acetamide NC1=NN=C(O1)CN(C(COC1=C(C(=CC(=C1)F)F)Cl)=O)CC1=C(C=C(C=C1)C#N)F